O=C=[NH+][O-] ketonitrone